cis-N1-(5-(1-isopropyl-2-methyl-1H-imidazo[4,5-b]pyridin-6-yl)pyrrolo[2,1-f][1,2,4]triazin-2-yl)-N3-methylcyclobutane-1,3-diamine C(C)(C)N1C(=NC2=NC=C(C=C21)C=2C=CN1N=C(N=CC12)N[C@@H]1C[C@@H](C1)NC)C